tert-butyl ((3S,5R)-1-(7-cyano-5-fluoro-2-methyl-1H-indol-4-yl)-5-fluoropiperidin-3-yl)carbamate C(#N)C=1C=C(C(=C2C=C(NC12)C)N1C[C@H](C[C@H](C1)F)NC(OC(C)(C)C)=O)F